BrC1=NN(C(=C1)CC(C)C)C1=CC(=C(C=C1)F)OC 3-Bromo-1-(4-fluoro-3-methoxyphenyl)-5-isobutyl-1H-pyrazole